OC1=C(C=CC=C1)C=1C=C2C(=NN1)NC[C@@H]1N2CCN(C1)C1=NC=CC(=N1)C1CCN(CC1)C1CC2(CC(C2)C(=O)OC)C1 (S)-methyl 6-(4-(2-(2-(2-hydroxyphenyl)-6a,7,9,10-tetrahydro-5H-pyrazino[1',2':4,5]pyrazino[2,3-c]pyridazin-8(6H)-yl)pyrimidin-4-yl)piperidin-1-yl)spiro[3.3]heptane-2-carboxylate